OC(=O)C(F)(F)F.C(C)C1(CNC1)COC1=C2C(=NC(=C1)C1=CC=C(C=C1)O)NN=C2 4-(4-((3-ethylazetidin-3-yl)methoxy)-1H-pyrazolo[3,4-b]pyridin-6-yl)phenol TFA salt